(17S,20S)-18-[1-(2,4-difluorophenyl)pyrazolo[3,4-d]pyrimidin-4-yl]-21-oxa-9,12,15,18,28-pentazapentacyclo[20.3.1.16,9.117,20.02,7]octacosa-1(26),2,4,6(28),7,22,24-heptaene-13,16-dione FC1=C(C=CC(=C1)F)N1N=CC=2C1=NC=NC2N2[C@@H]1C(NCC(NCCN3C=C4C(C=CC=C4C=4C=CC=C(O[C@H](C2)C1)C4)=N3)=O)=O